COCCNCCCN N1-(2-methoxyethyl)-1,3-propanediamine